3-[4-(benzyloxy)-3-methoxyphenyl]-1-(3,4-dimethylphenyl)-8-methoxy-1H-pyrazolo[4,3-c]quinoline C(C1=CC=CC=C1)OC1=C(C=C(C=C1)C1=NN(C2=C1C=NC=1C=CC(=CC21)OC)C2=CC(=C(C=C2)C)C)OC